ICCC1C(N(C2=CC=CC=C2C1)CC1=CC=C(C=C1)OC)=O 3-(2-iodoethyl)-1-[(4-methoxyphenyl)methyl]-3,4-dihydroquinolin-2-one